N=1C=C(N2C1N=CC=C2)S(=O)(=O)N imidazo[1,2-a]pyrimidine-3-sulfonamide